2-(4-amino-2-methoxyphenyl)-N,N-dimethylacetamide NC1=CC(=C(C=C1)CC(=O)N(C)C)OC